2-[4-[5-Amino-4-cyano-1-(1-methylcyclopropyl)pyrazol-3-yl]-3-fluorophenyl]propionic acid NC1=C(C(=NN1C1(CC1)C)C1=C(C=C(C=C1)C(C(=O)O)C)F)C#N